C1(CCC1)[C@@H](C)NC1=NC(=NC=C1C(=O)N)NC1CCC(CC1)OCC 4-((R)-1-cyclobutylethylamino)-2-((1r,4R)-4-ethoxycyclohexylamino)pyrimidine-5-carboxamide